CC1(CCC1)C(N1C[C@]2(CCN3N=C(C=C32)C=3C=C(C(=NC3)N)C(F)(F)F)CC1)C1=NN=CN1 5-{(3R)-1-[(1-methylcyclobutyl)(4H-1,2,4-triazol-3-yl)methyl]-5',6'-dihydrospiro[pyrrolidine-3,4'-pyrrolo[1,2-b]pyrazol]-2'-yl}-3-(trifluoromethyl)pyridin-2-amine